(2s,4s)-2-(4-methyl-4-(p-tolyl)piperidine-1-carbonyl)-7-oxa-5-azaspiro[3.4]Octane-6-one CC1(CCN(CC1)C(=O)C1CC2(C1)NC(OC2)=O)C2=CC=C(C=C2)C